(S)-1-trityl-aziridine-2-carboxylic acid methyl ester COC(=O)C1[N@](C1)C(C1=CC=CC=C1)(C1=CC=CC=C1)C1=CC=CC=C1